N[C@@H](C)C=1N=CC(=NC1)C#N (S)-5-(1-aminoethyl)pyrazine-2-carbonitrile